OC1=CC=C(C=C1)/C(=C(\CC)/C1=CC=CC=C1)/C1=CC=C(OCCN2CCC(CC2)N2CCC(CC2)C=2C=C3CN(C(C3=CC2)=O)C2C(NC(CC2)=O)=O)C=C1 (Z)-3-(5-(1'-(2-(4-(1-(4-hydroxyphenyl)-2-phenylbut-1-en-1-yl)phenoxy)ethyl)-[1,4'-bipiperidin]-4-yl)-1-oxoisoindolin-2-yl)piperidine-2,6-dione